(2-chloro-5-fluoropyrimidin-4-yl)-4-(2-hydroxyethyl)-3-methylisoindol-1-one ClC1=NC=C(C(=N1)C=1C(=C2C(=NC(C2=CC1)=O)C)CCO)F